C(C)(C)(C)N1CCC(CC1)CN1CCNCC1 tert-butyl-4-(piperazin-1-ylmethyl)piperidine